BrC1=CC=C(COC2=C3C(C=C(OC3=CC=C2)C(=O)NN[C@@H](CC2=CC=CC=C2)C(=O)O)=O)C=C1 (5-((4-bromobenzyl)oxy)-4-oxo-4H-chromen-2-carbonylamino)-L-phenylalanine